bisdodecyl-dimethylammonium chloride [Cl-].C(CCCCCCCCCCC)[N+](C)(C)CCCCCCCCCCCC